FC=1C(=C(C=CC1F)[C@@H]1[C@H](O[C@]([C@H]1C)(C(F)(F)F)C)C(=O)NC1=CC(=NC(=C1)F)C(=O)N)OC 4-[[(2S,3R,4S,5R)-3-(3,4-Difluoro-2-methoxy-phenyl)-4,5-dimethyl-5-(trifluoromethyl)tetrahydrofuran-2-carbonyl]amino]-6-fluoro-pyridin-2-carboxamid